C1(CC1)S(=O)(=O)NC=1SC=C(N1)C(C(=O)NC1=CC=C(C=C1)C=1C=NC=NC1)(C)C 2-(2-(cyclopropanesulfonamido)thiazol-4-yl)-2-methyl-N-(4-(pyrimidin-5-yl)phenyl)propanamide